2-methyl-butanethiol CC(CS)CC